O(C#N)C1=CC=C(OC2=CC=C(C=C2)P(C2=CC=CC=C2)(C2=CC=C(C=C2)OC2=CC=C(C=C2)OC#N)=O)C=C1 Bis(4-(4-cyanatophenoxy)phenyl)(phenyl)phosphin oxid